3-(4-fluoro-1-(pyridazin-3-ylmethyl)-benzoimidazol-2-yl)-4-methyl-1,2,5-thiadiazole FC1=CC=CC=2N(C(=NC21)C2=NSN=C2C)CC=2N=NC=CC2